trimethylethyl-gallium CC(C[Ga])(C)C